FC1=C(C=CC(=C1)C=1SC(=NN1)C1=CC=C(C=C1)OC(F)(F)F)NC(=O)\N=C\1/SCC(N1C1=C(C=CC(=C1)C)C(C(F)(F)F)OC)=O (Z)-1-(2-fluoro-4-(5-(4-(trifluoromethoxy)phenyl)-1,3,4-thiadiazol-2-yl)phenyl)-3-(3-(5-methyl-2-(2,2,2-trifluoro-1-methoxyethyl)phenyl)-4-oxothiazolidin-2-ylidene)urea